ClC=1C=C2OC=3C(NC(NC3C2=CC1)=O)=O 11-chloro-8-oxa-3,5-diazatricyclo[7.4.0.02,7]-trideca-1(13),2(7),9,11-tetraene-4,6-dione